1-[6-(4,4-difluoropiperidin-1-yl)-5-fluoropyridin-3-yl]-1,2,3-triazole-4-carboxylic acid FC1(CCN(CC1)C1=C(C=C(C=N1)N1N=NC(=C1)C(=O)O)F)F